C(=C)[SiH3] vinyl-silan